4-CHLORO-1-(TRIISOPROPYLSILYL)-PYRROL-3-YLBORONIC ACID ClC=1C(=CN(C1)[Si](C(C)C)(C(C)C)C(C)C)B(O)O